8-chloro-6-(((S)-(5-fluoro-1-((S)-1-fluoropropan-2-yl)-1H-1,2,3-triazol-4-yl)(6-fluoro-2-methylpyridin-3-yl)methyl)amino)-4-(neopentylamino)quinoline-3-carbonitrile ClC=1C=C(C=C2C(=C(C=NC12)C#N)NCC(C)(C)C)N[C@@H](C=1C(=NC(=CC1)F)C)C=1N=NN(C1F)[C@H](CF)C